C=CC(CCC)C1C(=O)OC(C1)=O 2-(1-hexen-3-yl)succinic anhydride